5-methyl-3-((3-((3R,5R)-5-(1-methyl-1H-indazol-6-yl)tetrahydrofuran-3-yl)-1,2,4-oxadiazol-5-yl)methyl)pyrazolo[5,1-f][1,2,4]triazin-4(3H)-one CC=1C=NN2N=CN(C(C21)=O)CC2=NC(=NO2)[C@@H]2CO[C@H](C2)C2=CC=C1C=NN(C1=C2)C